NC1CCN(CC1)C1=NC(=C(C(=N1)C1=CC=C(C#N)C=C1)C1=CC2=CN(N=C2C=C1)C)OC 4-[2-(4-aminopiperidin-1-yl)-6-methoxy-5-(2-methyl-2H-indazol-5-yl)pyrimidin-4-yl]benzonitrile